CNC(C1=CC(=CC=C1)C1=CC2=C(N=C3N2C(CC3)C3=CC=CC=C3)C=C1)=O N-methyl-3-(1-phenyl-2,3-dihydro-1H-benzo[d]pyrrolo[1,2-a]imidazol-7-yl)benzamide